C1(CC1)C#C[C@@]1(NC(NC2=CC(=C(C=C12)F)CN1C(NC2=C1C=CC=C2)=O)=O)C(C)(F)F (S)-4-(cyclopropylethynyl)-4-(1,1-difluoroethyl)-6-fluoro-7-((2-oxo-2,3-dihydro-1H-benzo[d]imidazol-1-yl)methyl)-3,4-dihydroquinazolin-2(1H)-one